FC(C(=O)O)(F)F.CC1=C(C(=NO1)C=1C=NC(=CC1)C)COC=1C=C2CCNCC2=CN1 6-{[5-methyl-3-(6-methylpyridin-3-yl)-1,2-oxazol-4-yl]methoxy}-1,2,3,4-tetrahydro-2,7-naphthyridine trifluoroacetic acid salt